CS(=O)(=O)C=1C=C(C(=O)N)C=CC1C(F)(F)F 3-(methylsulfonyl)-4-(trifluoromethyl)benzamide